FC=1C=2N(C=C(C1C)C1CCN(CC1)S(=O)(=O)C=1C=NN(C1CC#N)C)N=CN2 2-(4-((4-(8-fluoro-7-methyl-[1,2,4]triazolo[1,5-a]pyridin-6-yl)piperidin-1-yl)sulfonyl)-1-methyl-1H-pyrazol-5-yl)acetonitrile